6-(3-(dimethylamino)propoxy)undecanedioic acid hydrochloride salt Cl.CN(CCCOC(CCCCC(=O)O)CCCCC(=O)O)C